6-chloro-4-(cyclopropylethynyl)-7-(hydroxymethyl)-3-methyl-4-(trifluoromethyl)-3,4-di-Hydroquinazoline ClC=1C=C2C(N(C=NC2=CC1CO)C)(C(F)(F)F)C#CC1CC1